NC1=NC=CC=C1C(C)NCCO 2-[1-(2-amino-3-pyridyl)ethylamino]ethanol